24-hydroxy-3-oxocholest-4-en-26-oyl-CoA OC(C(C(=O)SCCNC(CCNC([C@@H](C(COP(OP(OC[C@@H]1[C@H]([C@H]([C@@H](O1)N1C=NC=2C(N)=NC=NC12)O)OP(=O)(O)O)(=O)O)(=O)O)(C)C)O)=O)=O)C)CC[C@@H](C)[C@H]1CC[C@H]2[C@@H]3CCC4=CC(CC[C@]4(C)[C@H]3CC[C@]12C)=O